C(C(C)C)[C@H]1C(N(CCN1)[C@H](C(=O)N1CCC(CC1)CC(=O)N)[C@H](CC)C)=O (1-{(2S,3S)-2-[(S)-3-Isobutyl-2-oxo-1-piperazinyl]-3-methylvaleryl}-4-piperidyl)acetamide